3-Amino-6-(1,3-dithian-2-yl)indazole-1-carboxylic acid tert-butyl ester C(C)(C)(C)OC(=O)N1N=C(C2=CC=C(C=C12)C1SCCCS1)N